C(C)(C)(C)OC(=O)N(C1=C([N+](=CC2=C(C=CC=C12)Br)[O-])C(N(CCC)C(=O)OC(C)(C)C)=O)C(=O)OC(C)(C)C 4-(bis(tert-butyloxycarbonyl)amino)-8-bromo-3-((tert-butyloxycarbonyl)(propyl)carbamoyl)isoquinoline-2-oxide